(5-(azetidine-1-carbonyl)-6-((2-fluoro-[1,1'-biphenyl]-3-yl)methyl)-5-azaspiro[2.4]heptane-7-yl)methanesulfonamide N1(CCC1)C(=O)N1CC2(CC2)C(C1CC=1C(=C(C=CC1)C1=CC=CC=C1)F)CS(=O)(=O)N